C(C1=CC=CC=C1)NC=1C(=NC=CC1)N1N=CC(=C1)C(=O)NC1=CC(=CC(=C1)NS(=O)(=O)C)Cl 1-(3-(benzylamino)pyridin-2-yl)-N-(3-chloro-5-(methylsulfonamido)phenyl)-1H-pyrazole-4-carboxamide